Cl.CN1N=CC(=C1)C=1N=C2N(N=CC=C2)C1 2-(1-methyl-1H-pyrazol-4-yl)imidazo[1,2-b]Pyridazine hydrochloride